CC1=C(N=C2N1C=CC(=C2)C(=O)N)C dimethylimidazo[1,2-a]pyridine-7-carboxamide